3-Methyl-5-(N-((2'-(tert-butoxycarbonyl)-[1,1'-biphenyl]-4-yl)methyl)-N-phenethylsulfamoyl)benzofuran-2-carboxylic acid CC1=C(OC2=C1C=C(C=C2)S(N(CCC2=CC=CC=C2)CC2=CC=C(C=C2)C2=C(C=CC=C2)C(=O)OC(C)(C)C)(=O)=O)C(=O)O